4-(2'-fluoro-[1,1'-biphenyl]-4-yl)-N-(1H-pyrazol-4-yl)butanamide FC1=C(C=CC=C1)C1=CC=C(C=C1)CCCC(=O)NC=1C=NNC1